3-[tert-butyl(dimethyl)silyl]oxy-2-[[tert-butyl-(dimethyl)silyl]oxymethyl]propanal [Si](C)(C)(C(C)(C)C)OCC(C=O)CO[Si](C)(C)C(C)(C)C